CC1(OB(OC1(C)C)C1=CC(=CC2=CC=CC=C12)N)C 4-(4,4,5,5-tetramethyl-1,3,2-dioxaborolan-2-yl)naphthalen-2-amine